2-[(2E)-2-(aminomethyl)-3-fluoroprop-2-en-1-yl]-4-[3-(1H-indol-3-yl)phenyl]-2,4-dihydro-3H-1,2,4-triazol-3-one hydrochloride Cl.NC/C(/CN1N=CN(C1=O)C1=CC(=CC=C1)C1=CNC2=CC=CC=C12)=C\F